tert-butyl (2-((1S,2S)-2-(4-methylpyrimidin-2-yl)cyclopropyl)-4-(2-oxa-6-azaspiro[3.3]heptan-6-yl)quinolin-7-yl)carbamate CC1=NC(=NC=C1)[C@@H]1[C@H](C1)C1=NC2=CC(=CC=C2C(=C1)N1CC2(COC2)C1)NC(OC(C)(C)C)=O